N-(1,3-Dimethylazetidin-3-yl)-5,7-diphenylpyrazolo[1,5-a]pyrimidine-2-carboxamide CN1CC(C1)(C)NC(=O)C1=NN2C(N=C(C=C2C2=CC=CC=C2)C2=CC=CC=C2)=C1